N-(1,3-dimethylbutylidene)-3-(trimethoxysilyl)-1-propanamine CC(CC(C)C)=NCCC[Si](OC)(OC)OC